BrC=1C=CC2=C(C=NC3=C(O2)C=CC(=C3)OCC(F)(F)F)C1 2-Bromo-8-(2,2,2-trifluoroethoxy)dibenzo[b,f][1,4]oxazepin